(S)-5-fluoro-3-((R)-5-isopropyl-3-(isoquinolin-1-yl)-4,5-dihydroisoOxazole-5-carboxamido)-4-oxopentanoic acid isobutyl ester C(C(C)C)OC(C[C@@H](C(CF)=O)NC(=O)[C@@]1(CC(=NO1)C1=NC=CC2=CC=CC=C12)C(C)C)=O